N1(C=NC=C1)C=1C=C(C=CC1)C=1N=NN(C1)CC1=CC=CC=N1 6-((4-(3-(1H-imidazol-1-yl)phenyl)-1H-1,2,3-triazol-1-yl)methyl)pyridin